O1C(OCC2=C1C=CC=C2)C2=CC(=NC(=N2)C(=O)N)C2=CC=C(C=C2)F 6-(benzo1,3-dioxanyl)-4-(4-fluorophenyl)-pyrimidineamide